OC(=O)C(F)(F)F.NCCONC(=O)[C@H]1N2C(N([C@H](CC1)C2)OS(=O)(=O)OCC2(CCCCC2)C(=O)OCC)=O ethyl 1-((((((2S,5R)-2-((2-aminoethoxy)carbamoyl)-7-oxo-1,6-diazabicyclo[3.2.1]octan-6-yl)oxy)sulfonyl)oxy)methyl)cyclohexanecarboxylate TFA salt